C(CCCCC)OCC(C)OCCCCCC Propylenglycol di-n-hexyl ether